4-amino-5-fluoro-1-((2R,3S,4R,5R)-3-fluoro-4-hydroxy-5-(hydroxymethyl)-5-(iodomethyl)tetrahydrofuran-2-yl)pyrimidin-2(1H)-one NC1=NC(N(C=C1F)[C@@H]1O[C@]([C@H]([C@@H]1F)O)(CI)CO)=O